COC=1C=C(OC2=C(N=NN2)C(=O)O)C=CC1C=1C=NC(=CC1)OC 5-(3-methoxy-4-(6-methoxypyridin-3-yl)phenoxy)-1H-1,2,3-triazole-4-carboxylic acid